4-[2-(3-Fluoro-pyrrolidin-1-yl)-ethylamino]-2-trifluoromethyl-1,7,11b-triaza-benzo[c]fluorene-6-carboxylic acid methylamide CNC(=O)C1=CC2=C(N3C=4C=CC=CC4N=C13)N=C(C=C2NCCN2CC(CC2)F)C(F)(F)F